5'-chloro-1'-oxo-1',3'-dihydro-spiro[azetidine-3,2'-indene]-1-carboxylic acid tert-butyl ester C(C)(C)(C)OC(=O)N1CC2(C(C3=CC=C(C=C3C2)Cl)=O)C1